3-[3-(3,5-dimethyl-1H-pyrazol-4-yl)propoxy]-4-fluorobenzoic acid hydrochloride salt Cl.CC1=NNC(=C1CCCOC=1C=C(C(=O)O)C=CC1F)C